1-((R)-4-((5-(1-((R)-1,1-difluoropropan-2-yl)-1H-benzo[d][1,2,3]triazol-6-yl)-6-fluoro-4-methoxypyrrolo[2,1-f][1,2,4]triazin-2-yl)amino)-3,3-difluoropiperidin-1-yl)ethan-1-one FC([C@@H](C)N1N=NC2=C1C=C(C=C2)C=2C(=CN1N=C(N=C(C12)OC)N[C@H]1C(CN(CC1)C(C)=O)(F)F)F)F